BrC=1C(=C(SC1C)C=O)OC 4-bromo-3-methoxy-5-methylthiophene-2-carbaldehyde